(E)-1-[2-[2-Hydroxy-3-(propylamino)propoxy]phenyl]-3-phenylprop-2-en-1-one OC(COC1=C(C=CC=C1)C(\C=C\C1=CC=CC=C1)=O)CNCCC